CC1=CC=C(C=C1)C=1C(=CC=CC1)S(=O)(=O)C1=CC=C(C=C1)NC(=O)NCC=1C=NNC1 1-[4-(4'-Methyl-biphenyl-2-sulfonyl)-phenyl]-3-(1H-pyrazol-4-ylmethyl)-urea